Cl.FC=1C=NN2C1C(=NC(=C2C2=C(C=CC=C2)F)C)N2CCC1(CC2)[C@@H](C=2C(=NC=CC2)C1)N (5S)-1'-[3-fluoro-7-(2-fluorophenyl)-6-methyl-pyrazolo[1,5-a]pyrazin-4-yl]spiro[5,7-dihydrocyclopenta[b]pyridine-6,4'-piperidine]-5-amine hydrochloride